3,5-bis(methylamino)-1-(4-vinylbenzyl)-1H-1,2,4-triazole CNC1=NN(C(=N1)NC)CC1=CC=C(C=C1)C=C